N[C@H](C(=O)NC1=NC=CC(=C1)[C@@H](COC)N1C(N[C@@H](C1)C(F)(F)F)=O)[C@@H]1CC(CCC1)(F)F (S)-2-amino-2-((S)-3,3-difluorocyclohexyl)-N-(4-((S)-2-methoxy-1-((S)-2-oxo-4-(trifluoromethyl)-imidazolidin-1-yl)ethyl)pyridin-2-yl)acetamide